BrC1=CN=C(S1)C(C)O 1-(5-bromothiazol-2-yl)ethan-1-ol